N1=CC=CC2=CC(=CC=C12)C1=CC=C(OC2=CN=NN2)C=C1 5-(4-(quinolin-6-yl)phenoxy)-1H-1,2,3-triazole